ClC=1C(=NC(=CC1)Cl)C(=O)OC(C)(C)C tertiary butyl 3,6-dichloropicolinate